OC=1C=C(C=CC1)CCN(C(OC(C)(C)C)=O)C tert-butyl [2-(3-hydroxyphenyl)ethyl]methylcarbamate